tert-butyl 2-methyl-4-oxidanylidene-spiro[6H-cyclopenta[c]pyrazole-5,4'-piperidine]-1'-carboxylate CN1N=C2C(=C1)C(C1(CCN(CC1)C(=O)OC(C)(C)C)C2)=O